ClC1=C(C(=CC=2NC(=NC21)CO)Cl)C2=C(C=CC=C2)OC(F)(F)F (4,6-dichloro-5-(2-(trifluoromethoxy)phenyl)-1H-benzo[d]imidazol-2-yl)methanol